C(#N)C(=C1C=C(CC(C1)(C)C)C=CC1=CC=C(C=C1)NCCCCC1=C(C=CC=C1)P(C1=CC=CC=C1)C1=CC=CC=C1)C#N (4-((4-(2-(3-(dicyanomethylene)-5,5-dimethylcyclohex-1-en-1-yl)vinyl)phenyl)amino)butyl)triphenylphosphine